N1C=C(C2=CC=CC=C12)C=1C=C2C(=NC1)NCC21CC1 5'-(1H-Indol-3-yl)-1',2'-dihydrospiro[cyclopropane-1,3'-pyrrolo[2,3-b]pyridine]